FC1=CC=C(OC2(CC2)C(=O)NC2=CC=C(C=C2)C2=CC=C(C=C2)COC)C=C1 1-(4-fluorophenoxy)-N-(4'-(methoxymethyl)-[1,1'-biphenyl]-4-yl)cyclopropane-1-carboxamide